C(C1=CC=CC=C1)OCC1=NN(C(N1CC)=O)C=1C=C2C=CN=C(C2=C(C1)O[C@H](C(F)(F)F)C)OC1=C(C(=NC=C1C)C)Cl (S)-3-((Benzyloxy)methyl)-1-(1-((3-chloro-2,5-dimethylpyridin-4-yl)oxy)-8-((1,1,1-trifluoropropan-2-yl)oxy)isoquinolin-6-yl)-4-ethyl-1H-1,2,4-triazol-5(4H)-one